3-((4-(6-amino-1H-pyrrolo[2,3-b]pyridin-1-yl)pyridin-2-yl)ethynyl)-3-hydroxy-1-methylpyrrolidin-2-one NC1=CC=C2C(=N1)N(C=C2)C2=CC(=NC=C2)C#CC2(C(N(CC2)C)=O)O